ON=C=O hydroxy isocyanate